FC1=C(C=CC(=C1)F)C1=CC=CC=C1 2,4-difluorobiphenyl